BrC1=CC=C(CN(C=2N=CC3=C(N2)N(C=C3)C)CCC3=CC=C(C=C3)OC)C=C1 N-(4-bromobenzyl)-N-(4-methoxyphenethyl)-7-methyl-7H-pyrrolo[2,3-d]pyrimidin-2-amine